Methyl-1,1,2,2-tetrafluoroethyl ether CC(C(F)(F)OC(C(C)(F)F)(F)F)(F)F